BrCC#CC=1C=NC=C(C1)OC 3-(3-bromoprop-1-yn-1-yl)-5-methoxypyridine